C(C)(=O)C1=CC2=C(C(=C(O2)C)C2=C(C(C(C2(F)F)(F)F)(F)F)C2=C(OC3=C2C=CC(=C3)C(C)=O)C)C=C1 1,2-bis(6-acetyl-2-methylbenzofuran-3-yl)hexafluorocyclopentene